(S)-4-((6-Fluoropyridin-2-yl)methyl)-N-(7-((3-hydroxyoxetan-3-yl)ethynyl)-5-methyl-4-oxo-2,3,4,5-tetrahydrobenzo[b][1,4]oxazepin-3-yl)-1H-pyrazole-1-carboxamide FC1=CC=CC(=N1)CC=1C=NN(C1)C(=O)N[C@@H]1C(N(C2=C(OC1)C=CC(=C2)C#CC2(COC2)O)C)=O